3-amino-2-cyclohexyl-N-[3-(1H-pyrazol-4-yl)-1H-indol-7-yl]propanamide NCC(C(=O)NC=1C=CC=C2C(=CNC12)C=1C=NNC1)C1CCCCC1